(4-acetylpiperazin-1-yl)picolinic acid C(C)(=O)N1CCN(CC1)C=1C(=NC=CC1)C(=O)O